2-hydroxy-1-butanesulfonic acid OC(CS(=O)(=O)O)CC